N-((3R,4S)-4-((8-(((S)-1-cyclopropyl-ethyl)amino)-6-(2,6-dichloro-3,5-di-methoxyphenyl)pyrido[3,4-d]pyrimidin-2-yl)amino)tetrahydrofuran-3-yl)acrylamide C1(CC1)[C@H](C)NC1=NC(=CC2=C1N=C(N=C2)N[C@H]2[C@H](COC2)NC(C=C)=O)C2=C(C(=CC(=C2Cl)OC)OC)Cl